5-Azacytosine N1C(=O)N=C(N)N=C1